3-(3-fluorosulfonyloxy-4-methoxy-phenoxy)-2,6-dioxo-piperidine FS(=O)(=O)OC=1C=C(OC2C(NC(CC2)=O)=O)C=CC1OC